C(CCC)OCCCNCCCN1CCCC1 N-(3-butoxypropyl)-3-(pyrrolidinyl)propan-1-amine